FC1=C(CC2=NNC(C3=CC=CC=C23)=O)C=C(C=C1)C(=O)N1CCNCC1 4-(2-Fluoro-5-(piperazine-1-carbonyl)benzyl)-2H-phthalazin-1-one